C(N)(=O)C1=CC=C(C=C1)CN1C2=C(C=CC=C2C=2CCC(CC12)CCCCCC)C(=O)O 9-[(4-carbamoylphenyl)methyl]-2-hexyl-2,3,4,9-tetrahydro-1H-carbazole-8-carboxylic acid